(R)-(6-(4-chlorophenyl)-8-methoxy-1-methyl-4H-benzo[f]-[1,2,4]triazolo[4,3-a][1,4]diazepin-4-yl)methyl methanesulfonate CS(=O)(=O)OC[C@H]1C=2N(C3=C(C(=N1)C1=CC=C(C=C1)Cl)C=C(C=C3)OC)C(=NN2)C